3-(3,5-di-tert-butyl-4-hydroxyphenyl)propionic acid phosphorus [P].C(C)(C)(C)C=1C=C(C=C(C1O)C(C)(C)C)CCC(=O)O